C(#N)C1=C(C=C(CN2N=CC(=C2)CNC(OC(C)(C)C)=O)C=C1F)OC1CC1 tert-butyl ((1-(4-cyano-3-cyclopropoxy-5-fluorobenzyl)-1H-pyrazol-4-yl) methyl)carbamate